1-methyl-4-[(3R)-3-(2-methylphenyl)piperazin-1-yl]cyclohexan-1-ol CC1(CCC(CC1)N1C[C@H](NCC1)C1=C(C=CC=C1)C)O